FC(C)(F)C=1C(=NC=CN1)N1N=C(C=2C=NC(=CC21)CC(=O)N)C (1-(3-(1,1-difluoroethyl)pyrazin-2-yl)-3-methyl-1H-pyrazolo[4,3-c]pyridin-6-yl)acetamide